1-(methyl-d3)-1H-pyrazole-4-boronic acid C(N1N=CC(=C1)B(O)O)([2H])([2H])[2H]